ethyl (E)-5-(3-(3-iodophenyl)acrylamido)-3-methylbenzofuran-2-carboxylate IC=1C=C(C=CC1)/C=C/C(=O)NC=1C=CC2=C(C(=C(O2)C(=O)OCC)C)C1